N,N-diethyl-2-(4-methoxy-5-methyl-1H-indol-3-yl)-2-oxoacetamide C(C)N(C(C(=O)C1=CNC2=CC=C(C(=C12)OC)C)=O)CC